ClC1=C2C(=NC=C1)C(N(C2)C(CC#C)C2=C(C=CC(=C2)F)F)=O 4-chloro-6-(1-(2,5-difluorophenyl)but-3-yn-1-yl)-5,6-dihydro-7H-pyrrolo[3,4-b]pyridin-7-one